FC1=C(C=C(C=C1)F)C=1C(=C2N(N1)CCC2)C2=CC=C1N=CC(=NC1=C2)OCCOC 7-(2-(2,5-difluorophenyl)-5,6-dihydro-4H-pyrrolo[1,2-b]pyrazol-3-yl)-2-(2-methoxyethoxy)quinoxaline